(4-fluorophenyl)(imino)((1-(4-(5-(trifluoromethyl)-1,2,4-oxadiazol-3-yl)phenyl)-1H-imidazol-4-yl)methyl)-λ6-sulfanone FC1=CC=C(C=C1)S(=O)(CC=1N=CN(C1)C1=CC=C(C=C1)C1=NOC(=N1)C(F)(F)F)=N